CC1=C(C=C(N)C=C1)C=1N=NC=CC1 4-methyl-3-pyridazin-3-yl-aniline